C(C=C)O[C@H]1C[C@@H](O[C@@H]1CO[Si](C)(C)C(C)(C)C)N1C=NC=2C(N=CN(C)C)=NC=NC12 3'-O-Allyl-5'-O-(t-butyldimethylsilyl)-N6-[(dimethylamino)methylene]-2'-deoxyadenosine